[N+](=[N-])=CC(CC[C@@H](C(=O)OC(C)C)NC(=O)C1(CCC1)O)=O isopropyl (S)-6-diazo-2-(1-hydroxycyclobutane-1-carboxamido)-5-oxohexanoate